C1(CC1)C([C@@H](C1=NC2=C(N1)C(=C(C=C2)CC2C(NCC2)=O)F)NC(=O)C2=CC=NN2CC)C2CC2 N-((1S)-2,2-dicyclopropyl-1-(7-fluoro-6-((2-oxopyrrolidin-3-yl)methyl)-1H-benzo[d]imidazol-2-yl)ethyl)-1-ethyl-1H-pyrazole-5-carboxamide